OC1(CCN(CC1)C(=O)OC(C)(C)C)CN1N=CC(=C1)C=1C2=C(N(N1)C=1C=NC(=C(C1)C)OC)CCOCC2 tert-Butyl 4-hydroxy-4-((4-(1-(6-methoxy-5-methylpyridin-3-yl)-4,5,7,8-tetrahydro-1H-oxepino[4,5-c]pyrazol-3-yl)-1H-pyrazol-1-yl)methyl)piperidine-1-carboxylate